FC=1C=C2C=NC(=NC2=CC1C1=C(C2=C(OCCN2)N=C1)C)NC1=CC=C(C=C1)[C@H](C)S(=O)(=O)C (S)-6-fluoro-7-(8-methyl-2,3-dihydro-1H-pyrido[2,3-b][1,4]oxazin-7-yl)-N-{4-[1-(methylsulfonyl)ethyl]phenyl}quinazolin-2-amine